3-(5-(difluoromethyl)-1,3,4-thiadiazol-2-yl)-8-(4-(1-methoxyethyl)piperidin-1-yl)-N-(1-methylcyclopropyl)imidazo[1,5-a]pyridine-6-sulfonamide FC(C1=NN=C(S1)C1=NC=C2N1C=C(C=C2N2CCC(CC2)C(C)OC)S(=O)(=O)NC2(CC2)C)F